C(C1=CC=CC=C1)OC(=O)C1(CCC1)O hydroxycyclobutane-1-carboxylic acid benzyl ester